CN1CC2CN(CC2C1)C=1N=C2N3C=4C=CC=CC4OC3=C(C(C2=CN1)=O)C(=O)O 4-(2-Methyl-1,3,3a,4,6,6a-hexahydropyrrolo[3,4-c]pyrrol-5-yl)-8-oxo-11-oxa-1,3,5-triazatetracyclo[8.7.0.02,7.012,17]heptadeca-2,4,6,9,12(17),13,15-heptaene-9-carboxylic acid